CC1=NC=CC=2C3=CC=CC=C3NC12 methyl-beta-carboline